C(C(=C)C)(=O)O.C(C)N(CC)CC ethyldiethylamine methacrylate